N-(4-(1,2,4,5-tetrazin-3-yl)benzyl)-6-fluoropicolinamide N1=NC(=NN=C1)C1=CC=C(CNC(C2=NC(=CC=C2)F)=O)C=C1